BrC=1C(=NC(=NC1)Cl)NC=1C(=C2C=CC(=NC2=CC1)C)P(C)(C)=O (6-((5-bromo-2-chloropyrimidin-4-yl)amino)-2-methylquinolin-5-yl)dimethylphosphine oxide